C(OC[C@]1(O[C@H]([C@@H]([C@@H]1O)O)C1=CC=C2C(=NC=NN21)N)C#N)(O[C@@H](COC)C)=O ((2R,3S,4R,5S)-5-(4-aminopyrrolo[2,1-f][1,2,4]triazin-7-yl)-2-cyano-3,4-dihydroxytetrahydrofuran-2-yl)methyl ((R)-1-methoxypropan-2-yl) carbonate